benzyl N-[3-[3-[3-(hydroxymethyl)-4-methyl-phenyl]-1-tetrahydropyran-2-yl-indazol-5-yl]oxypropyl]carbamate OCC=1C=C(C=CC1C)C1=NN(C2=CC=C(C=C12)OCCCNC(OCC1=CC=CC=C1)=O)C1OCCCC1